3'-hydroxy-4'-hydroxy-acetophenone OC=1C=C(C=CC1O)C(C)=O